C(C)(C)(C)C=C(C(=O)O)C t-butyl-(methacrylic acid)